2-phenylethyl (2E,6R)-6-{[(2R,3R,5R,6S)-3,5-dihydroxy-6-methyloxan-2-yl]oxy}hept-2-enoate O[C@H]1[C@@H](O[C@H]([C@@H](C1)O)C)O[C@@H](CC/C=C/C(=O)OCCC1=CC=CC=C1)C